OC=1C(=NC(=C(C1)C1=CC(=NO1)C1=CC=CC=C1)C)C(=O)NCC(=O)O 3-Hydroxy-5-(3-phenylisoxazol-5-yl)-6-methylpicolinoyl-glycine